N-(4-(2-chlorophenyl)-1H-imidazol-2-yl)acetamide ClC1=C(C=CC=C1)C=1N=C(NC1)NC(C)=O